C1(C=CC(N1CCCCCC(=O)C=1C(=O)NC(C1)=O)=O)=O maleimidocaproylMaleimide